Cl.NC1=CN(C2=C1C(N(C=C2)C2=NN(C=C2)C)=O)C 3-Amino-1-methyl-5-(1-methyl-1H-pyrazol-3-yl)-1H-pyrrolo[3,2-c]pyridin-4(5H)-one hydrochloride